(S)-N-(4-aminobutan-2-yn-1-yl)-2-(4-(4-chlorophenyl)-2,3,9-trimethyl-6H-thieno[3,2-f][1,2,4]triazolo[4,3-a][1,4]diazepin-6-yl)acetamide hydrochloride Cl.NCC#CCNC(C[C@H]1C=2N(C3=C(C(=N1)C1=CC=C(C=C1)Cl)C(=C(S3)C)C)C(=NN2)C)=O